O1-tert-butyl O5-methyl (2S)-2-(methoxycarbonylamino)pentanedioate COC(=O)N[C@H](C(=O)OC(C)(C)C)CCC(=O)OC